BrC1=C(C=C(C=C1)C=CC(=O)O)Cl 3-(4-bromo-3-chlorophenyl)acrylic acid